tert-butyl 7'-methyl-3',4'-dihydro-1'H-spiro[pyrrolidine-3,2'-[1,8]naphthyridine]-1-carboxylate CC1=CC=C2CCC3(NC2=N1)CN(CC3)C(=O)OC(C)(C)C